amino-muconic acid N/C(/C(=O)O)=C\C=C\C(=O)O